Cl.C(C)N1CC(CC(C1)F)N 1-ethyl-5-fluoro-piperidin-3-amine hydrochloride